FC(OC1=CC2=C(N=C(O2)C=2C(=C(C=CC2)C2=C(C(=CC=C2)C=2N=C(NC2)[C@H]2NCCC2)C)C)C=C1CN1[C@@H](CCC1)C(=O)O)F ((6-(Difluoromethoxy)-2-(2,2'-dimethyl-3'-(2-((S)-pyrrolidin-2-yl)-1H-imidazol-4-yl)-[1,1'-biphenyl]-3-yl)benzo[d]oxazol-5-yl)methyl)-L-proline